N-(4-(8-(hydroxyamino)-8-oxooctylamino)-3-nitrobenzenesulfonyl)-4-(1-(3,5,5,8,8-pentamethyl-5,6,7,8-tetrahydronaphthalen-2-yl)ethenyl)benzamide ONC(CCCCCCCNC1=C(C=C(C=C1)S(=O)(=O)NC(C1=CC=C(C=C1)C(=C)C1=CC=2C(CCC(C2C=C1C)(C)C)(C)C)=O)[N+](=O)[O-])=O